BrC1(CC=C(C=C1)C1=CC=CC=C1)C#N 4-bromo-4-Cyanobiphenyl